1-(2-((2S)-5-fluoro-2-((6-methylpyridin-2-yl)carbamoyl)azepan-1-yl)-2-oxoethyl)-5-(6-fluoropyridin-3-yl)-1H-indole-3-carboxamide FC1CC[C@H](N(CC1)C(CN1C=C(C2=CC(=CC=C12)C=1C=NC(=CC1)F)C(=O)N)=O)C(NC1=NC(=CC=C1)C)=O